C(#N)C1(CC(=CC(=C1S(=O)(=O)C)C1=C(C=2CNCCC2S1)CC1CC(C1)(F)F)CC(=O)N)OC 3-cyano-5-((3,3-difluorocyclobutyl)methyl-4,5,6,7-tetrahydrothieno[3,2-c]pyridin-2-yl)-2-(3-methoxy-4-(methylsulfonyl)phenyl)acetamide